N-(5-bromo-4-(2-(dimethylamino)ethoxy)pyridin-2-yl)-6-(4-(5-methyl-1,2,4-oxadiazol-3-yl)-2-(trifluoromethyl)phenyl)nicotinamide (Z,Z)-8,10-Pentadecadienyl-acetate C(CCCCCC\C=C/C=C\CCCC)CC(=O)O.BrC=1C(=CC(=NC1)NC(C1=CN=C(C=C1)C1=C(C=C(C=C1)C1=NOC(=N1)C)C(F)(F)F)=O)OCCN(C)C